methyl 2-chloro-4-((2-chlorobenzofuran-7-yl)oxy)benzoate ClC1=C(C(=O)OC)C=CC(=C1)OC1=CC=CC=2C=C(OC21)Cl